FC1=C(C=CC=C1)C1=CC2=CN(C=CC2=N1)CC=1OC2=C(N1)C=C(C=C2)C 2-[[2-(2-fluorophenyl)pyrrolo[3,2-c]pyridin-5-yl]methyl]-5-methyl-1,3-benzoxazole